FC1=CC=C(C=C1)/C=C/CO (E)-3-(4-fluorophenyl)propan-2-en-1-ol